OCC1CN(CCO1)C(C1=CC=CC=C1)(C1=CC=CC=C1)C1=CC=CC=C1 2-hydroxymethyl-N-trityl-morpholine